(E)-cyclooct-2-en-1-yl (4-nitrophenyl) carbonate C(OC1\C=C\CCCCC1)(OC1=CC=C(C=C1)[N+](=O)[O-])=O